(S)-2-((tert-Butoxycarbonyl)amino)-5-cyclopentylpentanoic acid C(C)(C)(C)OC(=O)N[C@H](C(=O)O)CCCC1CCCC1